C(=O)O.C(C)C1=CC=C2C(=N1)C(=CN2)NC2=NC1=C(N2C)C=C(C=C1)OC1=CC=C(C=C1)F N-(5-ethyl-1H-pyrrolo[3,2-b]pyridin-3-yl)-6-(4-fluorophenoxy)-1-methyl-1H-benzo[d]imidazole-2-amine formate